NC1=C(C=C(C=C1C(=O)N)C1=CC=NC=C1)C1=C(C=CC=C1C)C 2-amino-2',6'-dimethyl-5-(pyridin-4-yl)-[1,1'-biphenyl]-3-carboxamide